FC1=CN=C2C[C@H](C(NC2=C1)=O)[C@@H](C1=CC=CC=C1)NC[C@@H](C)C=1C=C(C=CC1)CC(=O)O 2-(3-((S)-1-(((S)-((S)-7-fluoro-2-oxo-1,2,3,4-tetrahydro-1,5-naphthyridin-3-yl)(phenyl)methyl)amino)propan-2-yl)phenyl)acetic acid